(S)-3-(3,5-dimethoxyphenylethynyl)-4-(3-acrylamidopiperidin-1-yl)-5-fluoroindole-7-carboxamide COC=1C=C(C=C(C1)OC)C#CC1=CNC2=C(C=C(C(=C12)N1C[C@H](CCC1)NC(C=C)=O)F)C(=O)N